C(C)OC(=O)C1=CC=C(C(=N1)COC[C@H]1CN(CCN1)C(=O)OC(C)(C)C)F (R)-tert-Butyl 3-(((6-(ethoxycarbonyl)-3-fluoropyridin-2-yl)methoxy)methyl)piperazine-1-carboxylate